N1(CCC12CCCCC2)C=2N=CC(=NC2C)C(=O)NCC2=NC=CC(=C2)NS(=O)(=O)C2CC2 5-[1-azaspiro[3.5]nonan-1-yl]-N-[(4-cyclopropanesulfonamidopyridin-2-yl)methyl]-6-methylpyrazine-2-carboxamide